FC=1C(=CC2=C(C=CO2)C1)COC1=CC=CC(=N1)C1CCN(CC1)CC1=NC2=C(N1C[C@H]1OCC1)C=CC=C2 (S)-2-((4-(6-((5-fluorobenzofuran-6-yl)methoxy)pyridin-2-yl)piperidin-1-yl)methyl)-1-(oxetan-2-ylmethyl)-1H-benzo[d]imidazole